5-[(1-aminocyclopropyl)methoxy]-2-chloro-N-cyclopropyl-pyridine-3-carboxamide NC1(CC1)COC=1C=C(C(=NC1)Cl)C(=O)NC1CC1